N-(5-(3-(1-((5-cyclopropyl-1H-pyrazol-3-yl)amino)-1-oxopropan-2-yl)phenyl)pyridin-2-yl)-4-morpholinobut-2-enamide C1(CC1)C1=CC(=NN1)NC(C(C)C=1C=C(C=CC1)C=1C=CC(=NC1)NC(C=CCN1CCOCC1)=O)=O